5-bromo-6-(hydroxymethyl)-2,3-dihydrobenzofuran-4-ol BrC1=C(C=C2C(CCO2)=C1O)CO